C(C)(C)(C)OC(N([C@@H]1C[C@@H](N(C2=CC=CC=C12)C(CC)=O)C)C1=CC=C(C=C1)C=1OC(=NN1)CNC(=O)OC(C)(C)C)=O tert-butyl(4-(5-(((tert-butoxycarbonyl)amino)methyl)-1,3,4-oxadiazol-2-yl)phenyl)((2S,4R)-2-methyl-1-propionyl-1,2,3,4-tetrahydroquinolin-4-yl)carbamate